N-((S)-(7-((R*)-Cyclopropyl(4,4,4-trifluorobutanamido)methyl)imidazo[1,2-a]pyrimidin-2-yl)(4,4-difluorocyclohexyl)methyl)-5-methyl-1-(3,3,3-trifluoropropyl)-1H-pyrazole-4-carboxamide C1(CC1)[C@H](C1=NC=2N(C=C1)C=C(N2)[C@@H](NC(=O)C=2C=NN(C2C)CCC(F)(F)F)C2CCC(CC2)(F)F)NC(CCC(F)(F)F)=O |o1:3|